C(C)(C)(C)SC1=NC=CC(=C1)C(=O)O 2-tert-butylsulfanylpyridine-4-carboxylic acid